(±)-cis-Ethyl-2-(6-((diphenylmethylene)amino)pyridin-2-yl)cyclopropanecarboxylate C(C)OC(=O)[C@H]1[C@H](C1)C1=NC(=CC=C1)N=C(C1=CC=CC=C1)C1=CC=CC=C1 |r|